ClC1=CC=C(C=C1)P(C1=CC=C(C=C1)Cl)C1=CC=C(C=C1)Cl tri(p-chlorophenyl)phosphine